6-(6-(((1r,2r,3s,5s)-2-fluoro-9-azabicyclo[3.3.1]non-3-yl)oxy)pyridazin-3-yl)-5-hydroxy-3-methylbenzo[d]oxazol-2(3H)-one F[C@@H]1[C@H]2CCC[C@@H](C[C@@H]1OC1=CC=C(N=N1)C1=CC3=C(N(C(O3)=O)C)C=C1O)N2